C(C)(C)(C)OC(=O)N[C@H](C(=O)O)CC1=CC=CC=2B(OC(C21)(C)C)O (S)-2-((tert-butoxycarbonyl)amino)-3-(1-hydroxy-3,3-dimethyl-1,3-dihydrobenzo[c][1,2]oxaborol-4-yl)propanoic acid